((6R,8aR)-2-(methylsulfonyl)octahydropyrrolo[1,2-a]pyrazin-6-yl)methanol CS(=O)(=O)N1C[C@@H]2N(CC1)[C@H](CC2)CO